(S)-1-(2-(pyridin-3-yl)-6-(4-(trifluoromethyl)phenyl)pyrimidin-4-yl)pyrrolidin-3-ol N1=CC(=CC=C1)C1=NC(=CC(=N1)N1C[C@H](CC1)O)C1=CC=C(C=C1)C(F)(F)F